2-(dimethylamino)-N-(1,3-dioxoisoindolin-2-yl)benzamide CN(C1=C(C(=O)NN2C(C3=CC=CC=C3C2=O)=O)C=CC=C1)C